[Cl-].[Cl-].C[Si](=[Zr+2](C1C(=CC2=C(C(=C(C=C12)C(C)(C)C)OC)C1=CC=CC=C1)C)C1C(=CC2=C(C(=C(C=C12)C(C)(C)C)OC)C1=CC=CC=C1)C)C racemic-dimethylsilanediylbis(2-methyl-4-phenyl-5-methoxy-6-tert-butylinden-1-yl)zirconium dichloride